6-Chloro-8-(3,4-dimethoxy-phenyl)-1-methyl-9H-pyrido[3,4-b]indole ClC=1C=C2C3=C(NC2=C(C1)C1=CC(=C(C=C1)OC)OC)C(=NC=C3)C